C1(C=CC(N1CCCCCC(=O)ON1C(CCC1=O)=O)=O)=O N-(E-maleimidocaproyloxy)succinimide